(2R,3R,4S)-4-(1,3-benzodioxol-5-yl)-1-[2-(2,6-diethylanilino)-2-oxoethyl]-2-(4-propoxyphenyl)pyrrolidin-3-carboxylic acid O1COC2=C1C=CC(=C2)[C@@H]2[C@H]([C@@H](N(C2)CC(=O)NC2=C(C=CC=C2CC)CC)C2=CC=C(C=C2)OCCC)C(=O)O